C(C)OC[C@@]1(C[C@@H]2CC[C@H]3[C@@H]4CCCC([C@]4(CC[C@@H]3[C@H]2CC1)C)=O)O (4aS,4bR,6aS,8R,10aS,10bR,12aS)-8-(ethoxymethyl)-8-hydroxy-12a-methylhexadecahydrochrysen-1(2H)-one